FC=1C(=C2C(=NC(=NN2C1)N[C@@H]1[C@H](CN(CC1)C1COC1)F)OC)C=1C=CC2=C(N(N=N2)[C@H](CF)C)C1 6-fluoro-N-((3S,4S)-3-fluoro-1-(oxetan-3-yl)piperidin-4-yl)-5-(1-((S)-1-fluoropropan-2-yl)-1H-benzo[d][1,2,3]triazol-6-yl)-4-methoxypyrrolo[2,1-f][1,2,4]triazin-2-amine